OC=1C(=CC2=CC(=CC=C2C1N=NC1=CC=C(C=C1)C=CC(C1=CC=CC=C1)=O)S(=O)(=O)O)S(=O)(=O)O 3-Hydroxy-4-[[4-(3-oxo-3-phenylprop-1-enyl)phenyl]diazenyl]naphthalene-2,7-disulfonic acid